C1=NC=CC=2NC=3C=C(C=CC3C21)C=2C=CC(=NC2)OC2CC(C2)OC2CCN(CC2)C(CCCCCOC=2C=C1C(N(C(C1=CC2)=O)C2C(NC(CC2)=O)=O)=O)=O 5-(6-(4-((1r,3r)-3-(5-(5H-pyrido[4,3-b]indol-7-yl)pyridin-2-yloxy)cyclobutoxy)piperidin-1-yl)-6-oxohexyloxy)-2-(2,6-dioxopiperidin-3-yl)isoindoline-1,3-dione